1,3,5-Trimethylborazine CN1BN(BN(B1)C)C